1-(2-ethoxy-2-oxoethyl)-1H-imidazole-4-carboxylic acid C(C)OC(CN1C=NC(=C1)C(=O)O)=O